FC(CC)(F)C1=CC(=C(C=C1OC)CC(CC)N1C(C2=CC=CC=C2C1=O)=O)OC 2-(1-(4-(1,1-difluoropropyl)-2,5-dimethoxyphenyl)butan-2-yl)isoindoline-1,3-dione